FC1=C(C(=CC(=C1)NC1CN(C1)CCCF)F)C1N(C(CC=2C3=CC(=CC=C3NC12)F)C)CC(CO)(F)F 3-(1-{2,6-difluoro-4-[1-(3-fluoro-propyl)-azetidin-3-ylamino]-phenyl}-6-fluoro-3-methyl-1,3,4,9-tetrahydro-β-carbolin-2-yl)-2,2-difluoro-propan-1-ol